CC1=C(C=NN1)C1=CC=C2C(=N1)SC(=N2)NC2=NC=CC(=C2)CN2[C@H](CCC2)C (S)-5-(5-methyl-1H-pyrazol-4-yl)-N-(4-((2-methylpyrrolidin-1-yl)methyl)pyridin-2-yl)thiazolo[5,4-b]-pyridin-2-amine